rac-(2R,5S)-1-Cyclobutyl-2-methyl-5-phenyl-piperazine tert-Butyl-rac-(2S,5R)-4-cyclobutyl-5-methyl-2-phenyl-piperazine-1-carboxylate C(C)(C)(C)OC(=O)N1[C@H](CN([C@@H](C1)C)C1CCC1)C1=CC=CC=C1.C1(CCC1)N1[C@@H](CN[C@H](C1)C1=CC=CC=C1)C |r|